C1(CCCC1)N1N=CC2=C1N=C(NC2=O)[C@@H]2CN(C[C@H]2C)CC2=NC(=NC=C2)N(C)C 1-cyclopentyl-6-[(3S,4S)-1-{[2-(dimethylamino)pyrimidin-4-yl]methyl}-4-methylpyrrolidin-3-yl]-1,5-dihydro-4H-pyrazolo[3,4-d]pyrimidin-4-one